C(CCCCCCC\C=C/C\C=C/CCCCC)(=O)OCC(OC(CCCCCCC\C=C/C\C=C/CCCCC)=O)CO glycerol dilinoleate